3,4-dihydroquinolin-1(2H)-yl-propan-1-one Propan-2-yl-(2S)-2-{[(S)-{[5-(6-benzamido-9H-purin-9-yl)-4-hydroxy-4,5-dihydrofuran-2-yl]methoxy}(phenoxy)phosphoryl]-amino}propanoate CC(C)OC([C@H](C)N[P@@](=O)(OC1=CC=CC=C1)OCC=1OC(C(C1)O)N1C2=NC=NC(=C2N=C1)NC(C1=CC=CC=C1)=O)=O.N1(CCCC2=CC=CC=C12)C(CC)=O